CN(C=1NC(C=2N=CN([C@H]3[C@H](O)[C@H](O)[C@@H](CO)O3)C2N1)=O)C Dimethyl-guanosine